VANILLIC ACID METHYL ESTER COC(C1=CC(OC)=C(O)C=C1)=O